methyl 4-(5-(3-bromopropoxy)-6-methoxybenzo[b]thiophen-2-yl)-2,2-dimethylbutanoate BrCCCOC1=CC2=C(SC(=C2)CCC(C(=O)OC)(C)C)C=C1OC